C1=CC=C(C(=C1)C(=O)O)N2C=NC(=C2N)C#N The molecule is a member of the class of benzoic acids that is benzoic acid in which the hydrogen at position 2 has been replaced by a 5-amino-4-cyano-1H-imidazol-1-yl group. It is an aminoimidazole, a member of benzoic acids, a nitrile and a primary amino compound.